4-Cyano-N-(3-(3-(trifluoro-methyl)phenyl)isoxazol-5-yl)morpholine-2-carboxamide C(#N)N1CC(OCC1)C(=O)NC1=CC(=NO1)C1=CC(=CC=C1)C(F)(F)F